FC(C(=O)O)(F)F.NCC(COC1=CC=C(C(=O)NC2=CC(=CC=C2)OCCOC)C=C1)=CF 4-((2-aminomethyl-3-fluoroallyl)oxy)-N-(3-(2-methoxyethoxy)phenyl)benzamide trifluoroacetate